2-fluoro-3-((3-methyl-4-nitro-1-(tetrahydro-2H-pyran-2-yl)-1H-pyrazol-5-yl)oxy)propan-1-ol FC(CO)COC1=C(C(=NN1C1OCCCC1)C)[N+](=O)[O-]